(S)-3-(((1r,4S)-4-(3-bromo-2-methylphenoxy)cyclohexyl)oxy)-2-methylpropanal BrC=1C(=C(OC2CCC(CC2)OC[C@@H](C=O)C)C=CC1)C